[C@H]12CN(C[C@H](CC1)N2)C=2C1=C(N=C(N2)OC([2H])([2H])[C@H]2N(CCC2)C([2H])([2H])[2H])C(N(C=C1)C1=CC(=CC2=CC=C(C(=C12)CC)F)O)=O 4-((1R,5S)-3,8-Diazabicyclo[3.2.1]octan-3-yl)-7-(8-ethyl-7-fluoro-3-hydroxynaphthalen-1-yl)-2-(((S)-1-(methyl-d3)pyrrolidin-2-yl)methoxy-d2)pyrido[3,4-d]pyrimidin-8(7H)-one